B#[Mn]#B Manganese Diboride